N-(2-chloropyrimidin-5-yl)-6-((1-methyl-1H-pyrazol-3-yl)methoxy)isoquinolin-1-amine ClC1=NC=C(C=N1)NC1=NC=CC2=CC(=CC=C12)OCC1=NN(C=C1)C